C(CCCCC)C(C(=O)OCCCCCCN(CCCCCCOC(C(CCCCCCCC)CCCCCC)=O)CC1=CC=CC=C1)CCCCCCCC 6-[benzyl-[6-(2-hexyldecanoyloxy)hexyl]amino]hexyl 2-hexyldecanoate